2-methoxy-5-[[2-[(2S,5R)-5-methyl-2-thiazol-5-yl-1-piperidyl]-2-oxo-acetyl]amino]pyridine-3-carboxamide COC1=NC=C(C=C1C(=O)N)NC(C(=O)N1[C@@H](CC[C@H](C1)C)C1=CN=CS1)=O